CN(C1=NC(=CC(=N1)C)N1CCN(CC1)CC1=NOC(=N1)C1=CC=CC=C1)C N,N,4-trimethyl-6-{4-[(5-phenyl-1,2,4-oxadiazol-3-yl)methyl]piperazin-1-yl}pyrimidin-2-amine